3-(3-butyl-2-methyl-7-(methylthio)-1,1-dioxido-5-phenyl-2,3,4,5-tetrahydrobenzo[f][1,2,5]thiadiazepin-8-yl)benzoic acid C(CCC)C1N(S(C2=C(N(C1)C1=CC=CC=C1)C=C(C(=C2)C=2C=C(C(=O)O)C=CC2)SC)(=O)=O)C